6-(1-(3,5-Di-t-butylphenyl)-2-(5-methylpyridin-2-yl)propan-2-yl)pyridin-2(1H)-one C(C)(C)(C)C=1C=C(C=C(C1)C(C)(C)C)CC(C)(C1=NC=C(C=C1)C)C1=CC=CC(N1)=O